3-methyl-1-phenyl-1H-1,2,4-triazole-5(4H)-one CC1=NN(C(N1)=O)C1=CC=CC=C1